sodium cetyloxysulfonate C(CCCCCCCCCCCCCCC)OS(=O)(=O)[O-].[Na+]